(S)-1-(4-(1H-pyrrolo[2,3-b]pyridin-4-yl)-2-(trifluoromethyl)phenoxy)-2,4-dimethylpentan-2-amine N1C=CC=2C1=NC=CC2C2=CC(=C(OC[C@](CC(C)C)(N)C)C=C2)C(F)(F)F